4-(4-{4-[(1S)-1-{[7-oxo-8-(propan-2-yl)-7,8-dihydropyrido[2,3-d]pyrimidin-2-yl]amino}ethyl]phenyl}tetrahydro-2H-pyran-4-yl)piperazin-1-carbonitril O=C1C=CC2=C(N=C(N=C2)N[C@@H](C)C2=CC=C(C=C2)C2(CCOCC2)N2CCN(CC2)C#N)N1C(C)C